C(CCCCCCC)O R-(-)-octanol